[Ru](Cl)Cl ruthenium (II) Dichlorid